3-tert-Butyl-4-hydroxy-5-n-propyl-1-isopropyl-pyrazol C(C)(C)(C)C1=NN(C(=C1O)CCC)C(C)C